Benzyl (S)-2-(6-((3-fluoro-5-(1-methyl-1H-pyrazol-4-yl)benzyl)carbamoyl)-7H-purin-8-yl)pyrroliDin-1-carboxylate FC=1C=C(CNC(=O)C2=C3NC(=NC3=NC=N2)[C@H]2N(CCC2)C(=O)OCC2=CC=CC=C2)C=C(C1)C=1C=NN(C1)C